OC1CC(N(C2=CC=C(C=C12)C1=C(N=CC=2C(CCCC12)=C=O)OCCO)C)=O 4-Hydroxy-6-(3-(2-hydroxyethoxy)-8-carbonyl-5,6,7,8-tetrahydroisoquinolin-4-yl)-1-methyl-3,4-dihydroquinolin-2(1H)-one